2-fluoro-N-methyl-4-[7-[(quinoline-6-yl)methyl]imidazo[1,2-B]-[1,2,4]triazine-2-yl]benzamide dihydrochloride Cl.Cl.FC1=C(C(=O)NC)C=CC(=C1)C=1C=NC=2N(N1)C(=CN2)CC=2C=C1C=CC=NC1=CC2